[3-[2-[2-fluoro-4-(trifluoromethyl)phenyl]ethyl]azetidin-1-yl]-[(3S)-3-(1H-pyrazol-5-yl)pyrrolidin-1-yl]methanone FC1=C(C=CC(=C1)C(F)(F)F)CCC1CN(C1)C(=O)N1C[C@H](CC1)C1=CC=NN1